BrCC=1C=CC(=NC1)N1C(C2=CC=CC=C2C1=O)=O 2-(5-bromomethylpyridin-2-yl)isoindoline-1,3-dione